C(C1=CC=CC=C1)OC1=CC=C(OCC(=O)O)C=C1 2-(4-benzyloxyphenoxy)acetic acid